(E)-4-bromo-N-phenyl-N'-((4-(trifluoromethyl)benzoyl)oxy)benzimidamide BrC1=CC=C(/C(/NC2=CC=CC=C2)=N\OC(C2=CC=C(C=C2)C(F)(F)F)=O)C=C1